ClC1=NC=CC=C1NC(OC(C)(C)C)=O tert-butyl (2-chloropyridin-3-yl)carbamate